3-bromo-5-(4-cyclopropyl-6-(methoxy-d3)pyrimidin-5-yl)-2-((2-(trimethylsilyl)ethoxy)methyl)-2H-pyrazolo[4,3-d]pyrimidine BrC=1N(N=C2C1N=C(N=C2)C=2C(=NC=NC2OC([2H])([2H])[2H])C2CC2)COCC[Si](C)(C)C